CC1=CC=CC(=N1)C1=C(N=CN1)C=1C=C2C=C(C=NC2=CC1)N1CCC(CC1)C(=O)O[C@H]1CNCC1 [(3R)-pyrrolidin-3-yl] 1-[6-[5-(6-methyl-2-pyridyl)-1H-imidazol-4-yl]-3-quinolyl]piperidine-4-carboxylate